COC1=C(C=CC(=C1)OC)C(C1=CC=C(OCC(=O)O)C=C1)N 4-[(2,4-dimethoxyphenyl)(amino)methyl]phenoxyacetic acid